C(C=C)[C@H]1C(CC[C@@H](C1)CO[Si](C1=CC=CC=C1)(C1=CC=CC=C1)C(C)(C)C)=O |r| (±)-(2R,4S)-2-allyl-4-(((tert-butyldiphenylsilyl)oxy)methyl)cyclohexan-1-one